6-methyl-2-methylsulfanyl-5,6,7,8-tetrahydro-3H-quinazolin-4-one CC1CC=2C(NC(=NC2CC1)SC)=O